C[C@@H]1N(CCOC1)C=1C2=C(N=C(N1)C#C[Si](C)(C)C)CN(CC2)C(=O)OC(C)(C)C tert-Butyl 4-[(3S)-3-methylmorpholin-4-yl]-2-(2-trimethylsilylethynyl)-6,8-dihydro-5H-pyrido[3,4-d]pyrimidine-7-carboxylate